2,3,4,5-tetrafluoro-N-(3-fluoro-4-methoxyphenyl)-6-(prop-2-yn-1-yloxy)benzenesulfonamide FC1=C(C(=C(C(=C1F)F)F)OCC#C)S(=O)(=O)NC1=CC(=C(C=C1)OC)F